COC=1C=NC=CC1C1=CC(=NC2=C(N=CC=C12)C1=CC=NN1)N1[C@@H](COCC1)C 4-(3-methoxypyridin-4-yl)-2-[(3R)-3-methylmorpholin-4-yl]-8-(1H-pyrazol-5-yl)-1,7-naphthyridine